2-((4-(2,6-di-1-Pyrrolidinyl-4-pyrimidinyl)-1-piperazinyl)methyl)-3,4-dihydro-2,5,7,8-tetramethyl-2H-1-benzopyran-6-ol N1(CCCC1)C1=NC(=CC(=N1)N1CCN(CC1)CC1(OC2=C(CC1)C(=C(C(=C2C)C)O)C)C)N2CCCC2